Phosphinotricine PN(CC(=O)O)C(CO)(CO)CO